C(#N)C=1C=C2C=CC=3N=C(OC3C2=CC1)C1=CC=CC=C1 7-cyano-2-phenyl-naphtho[2,1-d]oxazole